C(C)(C)(C)OC(=O)N1CCC(CC1)NC=1C2=C(N=CN1)C=CC(=N2)Cl 4-((6-chloropyrido[3,2-d]pyrimidine-4-yl)amino)piperidine-1-carboxylic acid tert-butyl ester